C1(C=CC(N1CCN1C(C=CC1=O)=O)=O)=O 1,2-bismaleimidylethane